8-Bromo-5-chloro-[1,2,4]triazolo[4,3-c]pyrimidine BrC=1C=2N(C(=NC1)Cl)C=NN2